2-bromo-3-methyl-5H-spiro[[1]benzofuran-6,1'-cyclopropan]-4(7H)-one BrC=1OC2=C(C1C)C(CC1(CC1)C2)=O